C(C)OC(=O)C(C(=O)O)(CCCC)CCO 2-ethoxycarbonyl-2-(2-hydroxyethyl)-hexanoic acid